ClCC=1C=C(CC2OC2)C=CC1 2-(3-(chloromethyl)benzyl)oxirane